C(C=C)(=O)N1[C@@H](CN(CC1)C1=CC=C(C=C1)C=1C=2N(C=C(C1)C=1C=NN(C1)C)N=CC2C#N)C (R)-4-(4-(4-propenoyl-3-methylpiperazin-1-yl)phenyl)-6-(1-methyl-1H-pyrazol-4-yl)pyrazolo[1,5-a]pyridine-3-carbonitrile